ClC=1C=C(C=CC1)S(=O)(=O)CCOC(=O)C(CC(=O)O)=C 3-((2-((3-chlorophenyl)sulfonyl)ethoxy)carbonyl)but-3-enoic acid